NCC1(OCCC1(C)C)C1=CC(=C(C(=N1)C1=CC=C(C=C1)F)F)C(C)(C)O 2-(6-(2-(Aminomethyl)-3,3-dimethyltetrahydrofuran-2-yl)-3-fluoro-2-(4-fluorophenyl)pyridin-4-yl)propan-2-ol